COC([C@H](CC(C)C)N1N=C(C(=C(C1=O)C)C)CCN(C)C)=O (S)-2-(3-(2-(dimethylamino)ethyl)-4,5-dimethyl-6-oxopyridazin-1(6H)-yl)-4-methylpentanoic acid methyl ester